FC(CCC)(F)C1=CC=C(C=C1)C1=NC(=C(C(=N1)C)C(=O)O)C 2-(4-(1,1-difluorobutyl)phenyl)-4,6-dimethylpyrimidine-5-carboxylic acid